6-(4,5,6,7-tetrachloro-1,3-dioxo-1,3-dihydroisoindol-2-yl)hexanoic acid hydroxyamide ONC(CCCCCN1C(C2=C(C(=C(C(=C2C1=O)Cl)Cl)Cl)Cl)=O)=O